CN1CCC(CC1)NC1=CC=C2CCNCC2=C1 N-(1-methyl-4-piperidyl)-1,2,3,4-tetrahydroisoquinolin-7-amine